diethyltin diacetate C(C)(=O)[O-].C(C)(=O)[O-].C(C)[Sn+2]CC